Gadolinium(III) 2,2',2''-(10-(22-octadecyl-2,18,21-trioxo-6,9,12,15-tetraoxa-3,19,22-triazatetracontyl)-1,4,7,10-tetraazacyclododecan-1,4,7-triyl)triacetat C(CCCCCCCCCCCCCCCCC)N(C(CNC(CCOCCOCCOCCOCCNC(CN1CCN(CCN(CCN(CC1)CC(=O)[O-])CC(=O)[O-])CC(=O)[O-])=O)=O)=O)CCCCCCCCCCCCCCCCCC.[Gd+3]